N-[4-(3-Anilino-5,7-dimethyl-4-oxo-4,5-dihydro-1H-pyrrolo[3,2-c]pyridin-2-yl)pyridin-2-yl]-2-(4-fluorophenyl)propenamid N(C1=CC=CC=C1)C1=C(NC2=C1C(N(C=C2C)C)=O)C2=CC(=NC=C2)NC(C(=C)C2=CC=C(C=C2)F)=O